ferrocenediyl-bis(diphenyl-phosphine) [C-]1(C(=CC=C1)P(C1=CC=CC=C1)C1=CC=CC=C1)P(C1=CC=CC=C1)C1=CC=CC=C1.[CH-]1C=CC=C1.[Fe+2]